8-(5-fluoro-2-methoxyphenyl)-N-[4-(piperidin-4-yl)-2,3-dihydro-1-benzofuran-7-yl]quinazolin-2-amine FC=1C=CC(=C(C1)C=1C=CC=C2C=NC(=NC12)NC1=CC=C(C=2CCOC21)C2CCNCC2)OC